C(C)(C)(C)OC(=O)N[C@@H]1[C@H](CCCC1)N(C([C@@H](CC(=O)OC(C)(C)C)CC#N)=O)C tert-butyl (R)-4-(((1S,2S)-2-((tert-butoxycarbonyl)amino)cyclohexyl)-(methyl)amino)-3-(cyanomethyl)-4-oxobutanoate